[4-(benzyloxymethyl)cyclohexyl]-6-bromo-5-methoxy-1,3-benzothiazole C(C1=CC=CC=C1)OCC1CCC(CC1)C=1SC2=C(N1)C=C(C(=C2)Br)OC